C[Si](OC1(CN2CCC1CC2)C=C=S)(C)C 2-(3-((trimethylsilyl)oxy)quinuclidin-3-yl)ethene-1-thione